C1(=CC=C(C=C1)/C=C/C(=O)C1=C(C(=C(C=C1OC)O)CC=C(C)C)O)/C=C/C(=O)C1=C(C(=C(C=C1OC)O)CC=C(C)C)O (2E,2'E)-3,3'-(1,4-phenylene)bis(1-(2,4-dihydroxy-6-methoxy-3-(3-methylbut-2-ene-1-yl)phenyl)prop-2-en-1-one)